2,4-diamino-6-triethoxysilyltriazine NN1NC(=CC(=N1)N)[Si](OCC)(OCC)OCC